1-[7-benzyloxy-5-fluoro-6-(1,1,4-trioxo-1,2,5-thiadiazolidin-2-yl)-2-naphthyl]-3-[2-[1-[3-(2,4-dioxohexahydropyrimidin-1-yl)-5-fluoro-1-methyl-indazol-6-yl]-4-piperidyl]ethyl]urea C(C1=CC=CC=C1)OC1=C(C(=C2C=CC(=CC2=C1)NC(=O)NCCC1CCN(CC1)C1=C(C=C2C(=NN(C2=C1)C)N1C(NC(CC1)=O)=O)F)F)N1S(NC(C1)=O)(=O)=O